BrC1=CC=C2C(=CN=CC2=C1OC)N1C(N(C(CC1)=O)CC1=CC=C(C=C1)OC)=O 1-(7-bromo-8-methoxy-4-isoquinolinyl)-3-[(4-methoxyphenyl)methyl]Hexahydropyrimidine-2,4-dione